N[C@](C(=O)O)(CC(C)C)C (S)-2-amino-2,4-dimethylvaleric acid